[C@@H]1([C@@H](O)[C@H](O)[C@H](O)[C@@H](O1)C)OCCNC(CCCC(=O)NCCO[C@H]1[C@@H](O)[C@H](O)[C@H](O)[C@@H](O1)C)=O N1,N5-bis{2-[(α-L-fucopyranosyl)oxy]ethyl}pentanediamide